C(C)(C)C1=NN(C=C1C1=NC=NC2=CC(=CC=C12)C=1C=NN(C1)C)C 4-(3-isopropyl-1-methyl-1H-pyrazol-4-yl)-7-(1-methyl-1H-pyrazol-4-yl)quinazoline